FC1=NN(C=C1)C#C[Si](C(C)C)(C(C)C)C(C)C 2-(3-fluoropyrazol-1-yl)ethynyl(triisopropyl)silane